C1(CC1)C1=C(C=C2C(=N1)N=C(S2)N2CCOCC2)NC(=O)C2=NC(=CC=C2)C=2C=NN(C2)C[C@H](C)O (S)-N-(5-cyclopropyl-2-morpholinothiazolo[4,5-b]pyridin-6-yl)-6-(1-(2-hydroxypropyl)-1H-pyrazol-4-yl)pyridine-2-carboxamide